BrC1C2(CC1(C2)C(=O)OCCC)C(=O)ON2C(C1=CC=CC=C1C2=O)=O 1-(1,3-dioxoisoindolin-2-yl) 3-propyl (l)-2-bromobicyclo[1.1.1]pentane-1,3-dicarboxylate